OC1=CC=C(C=C1)\C(=C(/CC)\C1=CC=CC=C1)\C1=CC=C(C=C1)N1CCN(CC1)C(=O)N1CCN(CC1)C=1C=C2CN(C(C2=CC1)=O)[C@@H]1C(NC(CC1)=O)=O (S,E)-3-(5-(4-(4-(4-(1-(4-hydroxyphenyl)-2-phenylbut-1-en-1-yl)phenyl)piperazine-1-carbonyl)piperazin-1-yl)-1-oxoisoindolin-2-yl)piperidine-2,6-dione